N1=C2C(=CC=C1C(=[Se])O)C=CC=C2 seleno-benzo[2,3-b]pyridine-2-carboxylic acid